N[C@H](C=1N=C2N(N=CC(=C2)CN2C(NCC(C2)(C)C)=O)C1)C1CCC(CC1)(F)F (S)-1-((2-(amino(4,4-difluorocyclohexyl)methyl)imidazo[1,2-b]pyridazin-7-yl)methyl)-5,5-dimethyltetrahydropyrimidin-2(1H)-one